ClC=1C=C(CN(C2=C(C(=NC=N2)NCC2C(CN(CC2)CC(=O)N)O)F)C(C)C)C=CC1 2-(4-(((6-((3-chlorobenzyl)(isopropyl)amino)-5-fluoropyrimidin-4-yl)amino)methyl)-3-hydroxypiperidin-1-yl)acetamide